ClC1=CC(=C(CN2C(NC(C3=C2C=CN3)=O)=C=S)C=C1)C1NCCOC1 (4-chloro-2-(morpholin-3-yl)benzyl)-2-thiocarbonyl-1,2,3,5-tetrahydro-4H-pyrrolo[3,2-d]pyrimidin-4-one